C(C1=CC=CC=C1)(C1=CC=CC=C1)C#C benzhydrylacetylene